C(#N)C1=CC(=C(COC2=C(C=C(C(=N2)C2=CC(=C(CC3=NC4=C(N3CCOC)C=C(C=C4)C(=O)OC)C=C2)F)F)F)C=C1)F Methyl 2-(4-(6-((4-cyano-2-fluorobenzyl)oxy)-3,5-difluoropyridin-2-yl)-2-fluorobenzyl)-1-(2-methoxyethyl)-1H-benzo[d]imidazole-6-carboxylate